Distearyl 1,14-tetradecylenedicarboxylate C(CCCCCCCCCCCCCC(=O)OCCCCCCCCCCCCCCCCCC)C(=O)OCCCCCCCCCCCCCCCCCC